BrC1=C(C=C(OC2CC3(C2)CCN(CC3)CC(=O)NC3=CC=C2C(=NN(C2=C3OC)C)C3C(NC(CC3)=O)=O)C=C1)C(F)(F)F 2-(2-(4-bromo-3-(trifluoromethyl)phenoxy)-7-azaspiro[3.5]nonan-7-yl)-N-(3-(2,6-dioxopiperidin-3-yl)-7-methoxy-1-methyl-1H-indazol-6-yl)acetamide